N1CC=C2CC=CC=3C12C=NC3 2,4-dihydropyrrolo[3,4-h]indole